2-(4-chlorophenyl)-N-cyclopentyl-benzotriazol-5-amine ClC1=CC=C(C=C1)N1N=C2C(=N1)C=CC(=C2)NC2CCCC2